(S)-N-((R or S)-(4-chlorophenyl)(3-cyclopropylphenyl)methyl)-2-oxooxazolidine-5-carboxamide ClC1=CC=C(C=C1)[C@@H](NC(=O)[C@@H]1CNC(O1)=O)C1=CC(=CC=C1)C1CC1 |o1:7|